1-(3-methoxy-4-(((6-(piperidin-4-yl)pyridin-2-yl)oxy)methyl)phenyl)-2-methylpropan-1-one COC=1C=C(C=CC1COC1=NC(=CC=C1)C1CCNCC1)C(C(C)C)=O